C(C=C)N1S(C(C(C2=C1C=CC(=C2)SC)=O)(C)C)(=O)=O 1-Allyl-3,3-dimethyl-6-(methylsulfanyl)-1H-2,1-benzothiazin-4(3H)-on-2,2-dioxid